CO[C@H]1O[C@H]2C[C@@]34[C@H](C([C@H]([C@]2(O1)C)C4)(C)C)CC[C@H]3C (1R,3S,5S,7R,8R,10S,13R)-5-methoxy-7,9,9,13-tetramethyl-4,6-dioxatetracyclo[6.5.1.01,10.03,7]tetradecane